ethyl (1r,4r)-4-{[tert-butyl(diphenyl)silyl]oxy}cyclohexane-1-carboxylate [Si](C1=CC=CC=C1)(C1=CC=CC=C1)(C(C)(C)C)OC1CCC(CC1)C(=O)OCC